(4-cyclopropyl-1H-imidazol-1-yl)-5-(6-(4-isopropyl-4H-1,2,4-triazol-3-yl)pyridin-2-yl)-6,6-dimethyl-5,6-dihydro-4H-thieno[2,3-c]pyrrol-4-one C1(CC1)C=1N=CN(C1)C1=CC2=C(C(N(C2=O)C2=NC(=CC=C2)C2=NN=CN2C(C)C)(C)C)S1